2,2-bis(3,5-dibromo-4-glycidoxyphenyl)propane BrC=1C=C(C=C(C1OCC1CO1)Br)C(C)(C)C1=CC(=C(C(=C1)Br)OCC1CO1)Br